(3E)-10,10-diethoxy-3-decen-1-ol C(C)OC(CCCCC/C=C/CCO)OCC